C(C)(C)(C)OC(=O)N1C[C@H]([C@@H](C1)C1=CC=NC=C1)CO.COC(=O)C=1C=C(C=C(C1)C(=O)OC)S(=O)(=O)O.C(CCC)N1CN(C=C1)C |o1:9,10| 1-butyl-3-methyl-1H-imidazole 3,5-bis(methoxycarbonyl)benzenesulfonate rel-tert-butyl-(3S,4R)-3-(hydroxymethyl)-4-(pyridin-4-yl)pyrrolidine-1-carboxylate